Cl.CN(C1=CC(=C2CCNCC2=C1)C1=CC=C(C=C1)C(F)(F)F)C N,N-dimethyl-5-[4-(trifluoromethyl)phenyl]-1,2,3,4-tetrahydroisoquinolin-7-amine hydrochloride